(R,S)-4-((3-Bromopyridin-4-yl)((4-oxochroman-7-yl)oxy)methyl)benzamide BrC=1C=NC=CC1[C@@H](C1=CC=C(C(=O)N)C=C1)OC1=CC=C2C(CCOC2=C1)=O